Cl.ClC1=C(C=CC=C1)C1=C(C(=CC=C1)NC(=O)[C@H]1N[C@@H]2C[C@@H]2C1)F (1R,3S,5R)-N-(2'-chloro-2-fluoro-[1,1'-biphenyl]-3-yl)-2-azabicyclo[3.1.0]hexane-3-carboxamide hydrochloride